SCOC1=CC(=CC=C1)OCS 1,3-bis(mercaptomethoxy)benzene